N-{(3R)-1-[4-({(1R)-1-[3-(2,2-difluoroethoxy)phenyl]ethyl}amino)-2-methylpyrido[3,4-d]pyrimidin-6-yl]pyrrolidin-3-yl}acetamide FC(COC=1C=C(C=CC1)[C@@H](C)NC=1C2=C(N=C(N1)C)C=NC(=C2)N2C[C@@H](CC2)NC(C)=O)F